ClC(C1(N=C2N(C=C(C=C2F)F)C1)O)Cl 2-(Dichloromethyl)-6,8-difluoro-2,3-dihydroimidazo[1,2-a]pyridin-2-ol